CNS(=O)(=O)C1=CC=C2CCN(C2=C1)C(CN1C[C@H](NCC1)C)=O 1-[2-((R)-3-Methyl-piperazin-1-yl)-acetyl]-2,3-dihydro-1H-indole-6-sulfonic acid methylamide